(S)-(6-amino-5-(3-hydroxy-2,6-dimethylphenyl)-2,3-dimethyl-5H-pyrrolo[2,3-b]pyrazin-7-yl)(4H-thieno[3,2-b]pyrrol-5-yl)methanone NC1=C(C=2C(=NC(=C(N2)C)C)N1C1=C(C(=CC=C1C)O)C)C(=O)C1=CC2=C(N1)C=CS2